C(C=CCCCCCCCCC)(=O)O dodecaenoic acid